FC1=C(C=CC(=C1)F)C1=C2C(=NC(=C1)C(=O)N)O[C@@H](CC2)COC (S)-5-(2,4-difluorophenyl)-2-(methoxymethyl)-3,4-dihydro-2H-pyrano[2,3-b]Pyridine-7-Carboxamide